methyl-13'-(2-chlorophenyl)-10'-oxo-7'-thia-9',12'-diazaspiro[cyclopropane-1,11'-tricyclo[6.5.0.02,6]tridecane] CC12C3CCCC3SC2NC(C2(NC1C1=C(C=CC=C1)Cl)CC2)=O